ClC=1C=C(C=C(C1)Cl)C1=NC(=CC(=C1)CN1CCC(CC1)CNC(=O)NC)OC=1C=NC(=NC1)N1CCN(CC1)CCOC 1-((1-((2-(3,5-dichlorophenyl)-6-((2-(4-(2-methoxyethyl)piperazin-1-yl)pyrimidin-5-yl)oxy)pyridin-4-yl)methyl)piperidin-4-yl)methyl)-3-methylurea